Cl.NC1=NC=C(C2=C1C(=NN2[C@@H]2CNCC2)C#CC2=CC1=C(N(C=N1)C1CC1)C=C2)C(C)=O (S)-1-(4-amino-3-((1-cyclopropyl-1H-benzo[d]imidazol-5-yl)ethynyl)-1-(pyrrolidin-3-yl)-1H-pyrazolo[4,3-c]pyridin-7-yl)ethanone hydrochloride